C(C)[Si](OC1=C2C(C(C(OC2=CC=C1)(C1=CC=CC=C1)O[Si](CC)(CC)CC)(O)O[Si](CC)(CC)CC)(O[Si](CC)(CC)CC)O[Si](CC)(CC)CC)(CC)CC penta(triethylsiloxy)flavan-3-ol